C(C)(C)(C)OC(=O)N(CCCC(=O)OCC)[C@H](C(=O)OCC)C ethyl (S)-4-((tert-butoxycarbonyl)(1-ethoxy-1-oxopropan-2-yl)amino)butanoate